ClC=1C=C(C=CC1)CC(CC(=O)N[C@H](C(=O)N[C@@H](C[C@H]1C(NCC1)=O)C(C(=O)NCC)=O)CCCC)(C1=CC=CC=C1)O (2S)-2-(4-(3-chlorophenyl)-3-hydroxy-3-phenylbutanamido)-N-((S)-4-(ethylamino)-3,4-dioxo-1-((S)-2-oxopyrrolidin-3-yl)butan-2-yl)hexanamide